FC1=CC(=CC2=C1N=C(S2)NCC=2C=NN(C2)C)C=2C(CC(NN2)=O)C 6-(4-fluoro-2-(((1-methyl-1H-pyrazol-4-yl)methyl)amino)benzo[d]thiazol-6-yl)-5-methyl-4,5-dihydropyridazin-3(2H)-one